5-(4-chloro-2-fluorophenyl)-7-((3S)-4,4-difluoro-3-(1-methyl-1H-pyrazol-4-yl)-1-piperidinyl)-2,3-dimethylpyrido[4,3-d]pyrimidin-4(3H)-one ClC1=CC(=C(C=C1)C1=NC(=CC=2N=C(N(C(C21)=O)C)C)N2C[C@@H](C(CC2)(F)F)C=2C=NN(C2)C)F